(3-(Cyclobutylamino)phenyl)(3-((3,4-dihydroisoquinolin-2(1H)-yl)methyl)-3-hydroxypiperidin-1-yl)methanone C1(CCC1)NC=1C=C(C=CC1)C(=O)N1CC(CCC1)(O)CN1CC2=CC=CC=C2CC1